C(C)(=O)N1CC2=NC(=C(N=C2CC1)N1CCC(CC1)OC1=C(C=C(C=C1)F)F)N1C(C=CC=C1)=O (6-acetyl-2-(4-(2,4-difluorophenoxy)piperidin-1-yl)-5,6,7,8-tetrahydropyrido[3,4-b]pyrazin-3-yl)pyridin-2(1H)-one